C(C)(=O)C1=CC=C(S1)C1=CC(=C(C=C1)NC(OC(C)(C)C)=O)N tert-butyl N-[4-(5-acetyl-2-thienyl)-2-amino-phenyl]carbamate